COC1=CC=NC2=C1C=1N(CO2)C(=C(N1)C1=CC=C(CN2CCN(CC2)C2=NC(=NC=C2)C#N)C=C1)C1=CC=CC=C1 4-(4-(4-(10-Methoxy-3-phenyl-5H-imidazo[1,2-c]pyrido[3,2-e][1,3]oxazin-2-yl)benzyl)piperazin-1-yl)pyrimidine-2-carbonitrile